C(C1=CC=CC=C1)OC1=C(C=C2C[C@@H]3[C@]4([C@](CCNCC4)(C2=C1)CCN3CC3CC3)O)C(F)(F)F (5aS,6R,11bS)-10-(benzyloxy)-14-(cyclopropylmethyl)-9-(trifluoromethyl)-2,3,4,5,6,7-hexahydro-6,11b-(epiminoethano)naphtho[1,2-d]azepin-5a(1H)-ol